ClC=1C=C(C=CC1)C(CO)(C)NC1=NC2=C(N1)C=CC=C2CNC(N(C)CC)=O 3-((2-((2-(3-chlorophenyl)-1-hydroxy-propan-2-yl)amino)-1H-benzo[d]imidazol-4-yl)methyl)-1-ethyl-1-methylurea